The molecule is a fourteen-membered heterodetic cyclic peptide consisting of Cys, Cys, Glu, Tyr, Cys, Cys, Asn, Pro, Ala, Cys, Thr, Gly, Cys and Tyr residues joined in sequence and cyclised by three disulfide bonds: between Cys(1) and Cys(6), between Cys(2) and Cys(10), and between Cys(5) and Cys(13). Used for treatment of irritable bowel syndrome accompanied by constipation. It has a role as a guanylate cyclase 2C agonist. C[C@H]1C(=O)N[C@H]2CSSC[C@H]3C(=O)N[C@H](C(=O)N[C@H](C(=O)N[C@@H](CSSC[C@H](NC(=O)CNC(=O)[C@@H](NC2=O)[C@@H](C)O)C(=O)N[C@@H](CC4=CC=C(C=C4)O)C(=O)O)C(=O)N[C@@H](CSSC[C@@H](C(=O)N3)N)C(=O)N[C@H](C(=O)N5CCC[C@H]5C(=O)N1)CC(=O)N)CC6=CC=C(C=C6)O)CCC(=O)O